4-chloro-1-(trans-5-((2-methyl-3-(trifluoromethyl)benzyl)oxy)octa-hydrocyclopenta[c]pyrrole-2-carbonyl)-1H-pyrazole-3-carboxylic acid ClC=1C(=NN(C1)C(=O)N1CC2C(C1)CC(C2)OCC2=C(C(=CC=C2)C(F)(F)F)C)C(=O)O